(R)-3-methyl-4-(7-(4-(methylsulfonyl)piperazin-1-yl)-3-(1H-pyrazol-5-yl)pyrazolo[1,5-a]pyrimidin-5-yl)morpholine C[C@H]1N(CCOC1)C1=NC=2N(C(=C1)N1CCN(CC1)S(=O)(=O)C)N=CC2C2=CC=NN2